(1S,3aR,6aS)-2-((R)-2-acetamido-2-phenylacetyl)-N-((R,E)-4-fluoro-4-(methylsulfonyl)-1-((S)-2-oxopyrrolidin-3-yl)but-3-en-2-yl)octahydrocyclopenta[c]pyrrole-1-carboxamide C(C)(=O)N[C@@H](C(=O)N1[C@@H]([C@@H]2[C@H](C1)CCC2)C(=O)N[C@H](C[C@H]2C(NCC2)=O)\C=C(\S(=O)(=O)C)/F)C2=CC=CC=C2